(1s,4s)-4-((5-(3-(2-fluoroethyl)-2-methyl-3H-imidazo[4,5-b]pyridin-5-yl)pyrrolo[2,1-f][1,2,4]triazin-2-yl)amino)-1-methylcyclohexan-1-ol FCCN1C(=NC=2C1=NC(=CC2)C=2C=CN1N=C(N=CC12)NC1CCC(CC1)(O)C)C